tert-butylhydrazine hydrogen chloride Cl.C(C)(C)(C)NN